6-(diethylamino)quinoline-2-carbaldehyde C(C)N(C=1C=C2C=CC(=NC2=CC1)C=O)CC